[3-[[2-methoxy-4-(trifluoromethyl)phenyl]methylamino]azetidin-1-yl]methanone ethyl-2-bromo-4H-thieno[3,2-b]pyrrole-5-carboxylate C(C)OC(=O)C1=CC2=C(N1)C=C(S2)Br.COC2=C(C=CC(=C2)C(F)(F)F)CNC2CN(C2)C=O